(4-(4-(benzyloxy)-3-cyanopyridin-2-yl)benzyl)-5-fluoro-2-methoxybenzamide C(C1=CC=CC=C1)OC1=C(C(=NC=C1)C1=CC=C(CC=2C(=C(C(=O)N)C=C(C2)F)OC)C=C1)C#N